Cl.NC12CC(C1)(C2)C(=O)N2CCN(CC2)C2=NC=C(C=N2)C(F)(F)F (3-aminobicyclo[1.1.1]pentan-1-yl)(4-(5-(trifluoromethyl)pyrimidin-2-yl)piperazin-1-yl)methanone hydrochloride